NC=1CC(=CC2=C(N1)C=C(S2)CCCCCNC(=O)OC(C)(C)C)C(=O)O 5-Amino-2-(5-((tert-butoxycarbonyl)amino)pentyl)-6H-thieno[3,2-b]azepine-7-carboxylic acid